[N+](=O)([O-])C=C 1-nitroethene